2-(furan-2-yl)-6-methoxy-1-(3-phenylpropyl)-1H-benzo[d]imidazole O1C(=CC=C1)C1=NC2=C(N1CCCC1=CC=CC=C1)C=C(C=C2)OC